3-((cyclopropylmethyl)sulfonyl)phenol C1(CC1)CS(=O)(=O)C=1C=C(C=CC1)O